5-amino-3-chloro-1-(difluoromethyl)pyridin-2(1H)-one NC=1C=C(C(N(C1)C(F)F)=O)Cl